FC=1C=C(C=CC1)C1=C(C=CC(=C1)C(=O)C1CC2(CNC2)CN1)C=1C=C2C=NN(C2=CC1F)CC(C)(C)O 3-fluoro-2'-(6-fluoro-1-(2-hydroxy-2-methylpropyl)-1H-indazol-5-yl)-5'-(2,7-Diazaspiro[3.4]Octane-6-carbonyl)-[1,1'-biphenyl]